FC=1C=CC(=NC1C(F)(F)F)[C@H](NC(=O)N1[C@@H](C(NCC1)=O)C)C=1C=NC(=CC1)OC(F)(F)F |o1:11| (2R)-N-((R or S)-(5-fluoro-6-(trifluoromethyl)pyridin-2-yl)(6-(trifluoro-methoxy)pyridin-3-yl)methyl)-2-methyl-3-oxopiperazine-1-carboxamide